diallylmethylethylammonium ethylsulfate sulfur [S].C(C)OS(=O)(=O)[O-].C(C=C)C(CC=C)[NH2+]CC